C1(CCC1)C(C(=O)NC1(CC1)C1=CC=C(C(=O)O)C=C1)OCC1=CC(=C(C=C1)F)F 4-(1-(2-cyclobutyl-2-((3,4-difluorobenzyl)oxy)acetamido)cyclopropyl)benzoic acid